C1(CC2C(CC1)O2)CC[SiH](OC)OC (3,4-epoxycyclohexyl)ethyl-dimethoxysilane